FC=1C=C(C=CC1N1CCOCC1)NC=1N=C(C2=C(N1)NC=C2C(=O)C2=CC=C(C=C2)F)NC2CCC(CC2)CO (2-((3-fluoro-4-morpholinophenyl)amino)-4-(((1r,4r)-4-(hydroxymethyl)cyclohexyl)amino)-7H-pyrrolo[2,3-d]pyrimidin-5-yl)(4-fluorophenyl)methanone